3-((3,5-difluoro-4-((1-methyl-1H-pyrazol-4-yl)oxy)benzyl)oxy)-7,8-dihydro-1H,6H,9H-6,8a-ethanopyrrolo[1',2':3,4]imidazo[1,2-c]pyrimidin-1-one FC=1C=C(COC=2C=C3N(C(N2)=O)CC24N3C(CC2)CC4)C=C(C1OC=1C=NN(C1)C)F